CC1=CC(=NC=C1)C1=NC=CC(=C1)CCC(=O)O 3-(4'-methyl-[2,2'-bipyridine]-4-yl)propionic acid